O=C(/C=C/C1=CC=C(OC(=O)C2=CC=C(OCCOC=3C=C(C=C(C3)C(=O)O)C(=O)O)C=C2)C=C1)C1=CC=CC=C1 5-[2-[4-[4-[(E)-3-Oxo-3-phenylprop-1-enyl]phenoxy]carbonylphenoxy]ethoxy]benzene-1,3-dicarboxylic acid